(tert-butylimino)tris(dimethylamino)tantalum C(C)(C)(C)N=[Ta](N(C)C)(N(C)C)N(C)C